methyl-dipropylethoxysilane C[Si](OCC)(CCC)CCC